N[C@H](CCCN)C(=O)N D-ornithinamide